(7S)-3-[2-(4-Hydroxypiperidin-1-yl)-2-oxoethyl]-7-methyl-2-[2-(1H-pyrazol-1-yl)ethyl]-3H,6H,7H,8H,9H-imidazo[4,5-f]chinolin OC1CCN(CC1)C(CN1C(=NC2=C3CC[C@@H](NC3=CC=C21)C)CCN2N=CC=C2)=O